Thiatriazolen S1N=NNC1